4-ethoxy-4-oxobutane C(C)OC(CCC)=O